(1R,2S,3S,6R,7S)-4-(tert-butoxycarbonyl)-4-azatricyclo[5.2.1.0^{2,6}]dec-8-ene-3-carboxylic acid C(C)(C)(C)OC(=O)N1[C@@H]([C@H]2[C@H]3C=C[C@@H]([C@H]2C1)C3)C(=O)O